O[C@H]1[C@@H](O[C@@H]([C@H]1O)CO)N1C2=NC=NC(=C2N=C1)NCC(C(CO)O)O 4-{9-[(2R,3R,4S,5R)-3,4-Dihydroxy-5-(hydroxymethyl)tetrahydrofur-2-yl]-N-adenineyl}-1,2,3-butanetriol